4-(2-(trifluoromethyl)pyridin-4-yloxy)benzonitrile FC(C1=NC=CC(=C1)OC1=CC=C(C#N)C=C1)(F)F